BrC=1C(=NC=C(C1)OC=1C=NC=C(C1)C1=CC(=C(C=C1)F)F)OC1CCN(CC1)S(=O)(=O)C 3-bromo-5-((5-(3,4-difluorophenyl)pyridin-3-yl)oxy)-2-((1-(methyl-sulfonyl)piperidin-4-yl)oxy)pyridine